aluminum tris(oleate) C(CCCCCCC\C=C/CCCCCCCC)(=O)[O-].C(CCCCCCC\C=C/CCCCCCCC)(=O)[O-].C(CCCCCCC\C=C/CCCCCCCC)(=O)[O-].[Al+3]